2-(1-(1-(3-isopropyl-1,2,4-oxadiazol-5-yl)piperidin-4-yl)ethoxy)-6-(6-chloropyridin-3-yl)imidazo[2,1-b][1,3,4]thiadiazol C(C)(C)C1=NOC(=N1)N1CCC(CC1)C(C)OC1=NN2C(S1)=NC(=C2)C=2C=NC(=CC2)Cl